5-(5-nitro-2-(phenylamino)pyrimidin-4-ylamino)benzo[d]oxazol-2(3H)-one trifluoroacetate salt FC(C(=O)O)(F)F.[N+](=O)([O-])C=1C(=NC(=NC1)NC1=CC=CC=C1)NC=1C=CC2=C(NC(O2)=O)C1